(1S,2R,4R,6S)-2-(hydroxymethyl)-6-isobutyl-2-(methoxymethyl)quinuclidin-3-one OC[C@@]1(N2[C@H](C[C@H](C1=O)CC2)CC(C)C)COC